ClC=1C=CC(=NC1)C(C(C)N1N=C(C=C1)C(F)(F)F)=NNC=O 2-[1-(5-chloro-2-pyridinyl)-2-[3-(trifluoromethyl)-1H-pyrazol-1-yl]propylidene]hydrazinecarboxaldehyde